3-(3-(2-(5-((4,6-difluoro-1H-indol-5-yl)oxy)-2-fluorophenyl)-1H-imidazole-4-carbonyl)-5-fluorophenyl)propionic acid FC1=C2C=CNC2=CC(=C1OC=1C=CC(=C(C1)C=1NC=C(N1)C(=O)C=1C=C(C=C(C1)F)CCC(=O)O)F)F